C[C@H]1CC[C@H](CN1C(CC1=CC=C(C=C1)[N+](=O)[O-])=O)C(=O)OC methyl (3R,6S)-6-methyl-1-(2-(4-nitrophenyl)acetyl)piperidine-3-carboxylate